1-(4-cyanophenyl)-5-(4-methylphenyl)-N-piperidin-4-ylpyrazole-3-carboxamide C(#N)C1=CC=C(C=C1)N1N=C(C=C1C1=CC=C(C=C1)C)C(=O)NC1CCNCC1